FC1=C(C(=C(C(=C1F)F)F)F)OC(CCOCCOCCOCCOCCN=[N+]=[N-])=O 1-azido-3,6,9,12-tetraoxapentadecane-15-oic acid perfluorophenyl ester